C(#N)C=1C=C(C=CC1F)NC(=O)N1CC=2C(=NN3C2C(N(CC(C3)(C3=CC=CC=C3)F)C)=O)CC1 N-(3-Cyano-4-fluorophenyl)-8-fluoro-10-methyl-11-oxo-8-phenyl-3,4,8,9,10,11-hexahydro-1H-pyrido[4',3':3,4]pyrazolo[1,5-a][1,4]diazepine-2(7H)-carboxamide